3,3-dimethyl-3-azonia-7-methyl-7-aza-bicyclononane C[N+]1(CC(CCN(CCC1)C)C1CCCCCCCC1)C